tert-butyl 3-(4-(1-(2-hydroxyethyl)-1H-pyrazol-4-yl)-1-(4-(trifluoromethoxy)phenyl)-1H-pyrazolo[3,4-b]pyridin-3-yl)azetidine-1-carboxylate OCCN1N=CC(=C1)C1=C2C(=NC=C1)N(N=C2C2CN(C2)C(=O)OC(C)(C)C)C2=CC=C(C=C2)OC(F)(F)F